3,4,7,8,9,10-hexahydropyrido[4',3':3,4]Pyrazolo[1,5-a]Pyrazine-2(1H)-carboxylic acid tert-butyl ester C(C)(C)(C)OC(=O)N1CC=2C(=NN3C2CNCC3)CC1